S1C2=C(C=C1)C=CC(=C2)C(C2=CC=CC=C2)C2=NC=CC=C2 (benzo[b]thiophen-6-yl-(phenyl)methyl)pyridine